CC([C@@H](C(=O)N1[C@@H](CCCCC1)C(N(C=1SC(=CN1)C1=CC=CC=C1)C)=O)NC(=O)C1=CC2=C(S1)C=CC(=C2)C(F)(F)P(O)(O)=O)(C)C ((2-(((S)-3,3-dimethyl-1-((S)-2-(methyl(5-phenylthiazol-2-yl)carbamoyl)azepan-1-yl)-1-oxobutan-2-yl)carbamoyl)benzo[b]thiophen-5-yl)difluoromethyl)phosphonic acid